6-(((5,7-dichlorobenzo[d]oxazol-2-yl)methyl)thio)-1-(4,4-difluorocyclohexyl)-1,5-dihydro-4H-pyrazolo[3,4-d]pyrimidin-4-one ClC=1C=C(C2=C(N=C(O2)CSC=2NC(C3=C(N2)N(N=C3)C3CCC(CC3)(F)F)=O)C1)Cl